4-[3-(3,4-difluorophenyl)-1-methylpyrazol-4-yl]pyridine FC=1C=C(C=CC1F)C1=NN(C=C1C1=CC=NC=C1)C